(S)-N-(1-hydroxypropan-2-yl)-4-methoxy-2-(4-(trifluoromethyl)phenyl)quinoline-7-carboxamide OC[C@H](C)NC(=O)C1=CC=C2C(=CC(=NC2=C1)C1=CC=C(C=C1)C(F)(F)F)OC